NC1=NC(=NC=2N1N=C(N2)C=2OC=CC2)N2CC(CCC2)CN2CCN(CC2)C2=C(C=C(C(=O)O)C=C2)F 4-(4-((1-(7-amino-2-(furan-2-yl)-[1,2,4]triazolo[1,5-a][1,3,5]triazine-5-yl)piperidin-3-yl)methyl)piperazin-1-yl)-3-fluorobenzoic acid